2-((3-(4-chlorophenethyl)-1,2,4-oxadiazol-5-yl)methyl)-5-(2,5-dihydro-1H-pyrrol-3-yl)-4-methylpyridazin-3(2H)-one ClC1=CC=C(CCC2=NOC(=N2)CN2N=CC(=C(C2=O)C)C=2CNCC2)C=C1